ClC1=CC=C(C=C1)C=1N=CN(C1C1=CC(=NC=C1)C(F)F)CC(=O)OC(C)(C)C Tert-butyl 2-[4-(4-chlorophenyl)-5-[2-(difluoromethyl) pyridin-4-yl]-1H-imidazol-1-yl]Acetate